N-(2-aminophenyl)-4-[[[4-[(3,4-dimethoxybenzyl)amino]pyrrolo[2,1-f][1,2,4]triazin-2-yl]thio]methyl]benzamide NC1=C(C=CC=C1)NC(C1=CC=C(C=C1)CSC1=NN2C(C(=N1)NCC1=CC(=C(C=C1)OC)OC)=CC=C2)=O